9-(4-((3,3-difluoropiperidin-1-yl)carbonyl)phenyl)-2-(trifluoromethyl)-4H-pyrido[1,2-a]pyrimidin-4-one FC1(CN(CCC1)C(=O)C1=CC=C(C=C1)C1=CC=CN2C1=NC(=CC2=O)C(F)(F)F)F